7-bromo-4,6-dichloroquinazoline BrC1=C(C=C2C(=NC=NC2=C1)Cl)Cl